3-deoxy-D-manno-oct-2-ulopyranosonic acid C(C1(O)C[C@@H](O)[C@@H](O)[C@H](O1)[C@H](O)CO)(=O)O